2-chloro-4-[(2-methoxy-5-chlorobenzyl)amino]pyrimidin-5-carboxamide ClC1=NC=C(C(=N1)NCC1=C(C=CC(=C1)Cl)OC)C(=O)N